4-(4-hydroxyphenyl)butan OC1=CC=C(C=C1)CCCC